N1=C(C=CC=C1)C1=NC=CC=C1 2,2-bipyridinyl